CC1([C@@H]2CCC=3[C@@]4(CC[C@H]([C@@H](CCC=C(C)C)C)[C@]4(CCC3[C@]2(CCC1)C)C)C)C 4,4,14α-trimethyl-5α-cholesta-8(9),24-dien